5-cyano-4-(((1-(methylthio)cyclopropyl)methyl)amino)pyridin C(#N)C=1C(=CC=NC1)NCC1(CC1)SC